(S)-2-(3-morpholinopyrrolidin-1-yl)benzo[d]thiazol-6-amine O1CCN(CC1)[C@@H]1CN(CC1)C=1SC2=C(N1)C=CC(=C2)N